COC1=C(C=CC(=C1OC)OC)CCN 2-(2,3,4-trimethoxyphenyl)ethylamine